ClC=1SC(=CN1)C1CCC1 2-chloro-5-cyclobutyl-1,3-thiazole